ClC1=CC=C(C=C1)C1CNCCC1 3-(4-chlorophenyl)piperidine